FC1=C(COC2=CC(NC(=C2)C)=O)C=CC(=C1)F 4-[(2,4-difluorobenzyl)oxy]-6-methylpyridin-2(1H)-one